CC1(COC(OC1)C(CCC)C)CCC 5-methyl-5-propyl-2-(1-methyl-butyl)-1,3-dioxane